1-Pentyl-3-butylpiperidinium triflat [O-]S(=O)(=O)C(F)(F)F.C(CCCC)[NH+]1CC(CCC1)CCCC